BrC1=C2C=3C=C(C=C(C3C(C2=CC=C1)(C1=CC=CC=C1)C1=CC=CC=C1)C(C)(C)C)C(C)(C)C 5-bromo-1,3-di-tert-butyl-9,9-diphenyl-9H-fluorene